2,6-dimethoxy-3-(5-bromo-1H-tetrazol-1-yl)-pyrazine COC1=NC(=CN=C1N1N=NN=C1Br)OC